N(=[N+]=[N-])CC1CCN(CC1)CC1=CC(=C(C=C1)OC1=CC(=CC=C1)C(C)C)C(C)C 4-(Azidomethyl)-1-(3-isopropyl-4-(3-isopropylphenoxy)benzyl)piperidine